C(C=C)(=O)OCCCCC[Si](OCC)(OCC)OCC acryloyloxyamyl-triethoxysilane